ClC1=C(C(=C(CC(C(=O)N)(C)C)C=C1)F)C=1NC(C=C(N1)C1=NC=C(C=C1)OCCOCC)=O (4-chloro-3-{4-[5-(2-ethoxyethoxy)pyridin-2-yl]-6-oxo-1,6-dihydropyrimidin-2-yl}-2-fluorobenzyl)isobutyramide